1-methyl-N-(3-(4-oxospiro[chromane-2,4'-piperidin]-7-yl)-1H-pyrrolo[2,3-b]pyridin-6-yl)piperidine-4-carboxamide CN1CCC(CC1)C(=O)NC1=CC=C2C(=N1)NC=C2C2=CC=C1C(CC3(CCNCC3)OC1=C2)=O